N-(4-amino-1-tetrahydropyran-2-yl-pyrazolo[4,3-c]pyridin-7-yl)-N'-[(3-chloro-2-pyridyl)methyl]-N'-[(5-fluoro-2-pyridyl)methyl]oxamide Copper [Cu].NC1=NC=C(C2=C1C=NN2C2OCCCC2)NC(=O)C(=O)N(CC2=NC=C(C=C2)F)CC2=NC=CC=C2Cl